C(C)(C)(C)OC(=O)N[C@H](C(=O)OC)CCC(C1=CC=CC=C1)=NO methyl (S)-2-((t-butoxycarbonyl) amino)-5-hydroxyimino-5-phenylpentanoate